N,N-dimyristoyl-amide C(CCCCCCCCCCCCC)(=O)[N-]C(CCCCCCCCCCCCC)=O